1,3-benzenedisulfonate C1(=CC(=CC=C1)S(=O)(=O)[O-])S(=O)(=O)[O-]